C(=C)(C)C=1OC(C(N1)(C)C)(C)C 2-isopropenyl-4,4,5,5-tetramethyl-2-oxazoline